(S)-N-((S)-1-(((R)-2-amino-6,7-dihydro-5H-cyclopenta[b]pyridin-5-yl)amino)-1-oxopropan-2-yl)-4-(4-fluoro-2-(trifluoromethyl)phenyl)-1,2,5,6-tetrahydropyridine-2-carboxamide NC1=CC=C2C(=N1)CC[C@H]2NC([C@H](C)NC(=O)[C@H]2NCCC(=C2)C2=C(C=C(C=C2)F)C(F)(F)F)=O